2-(5-(2,4-Dichlorophenyl)thiophen-2-yl)-N-(4-fluorophenethyl)acetamid ClC1=C(C=CC(=C1)Cl)C1=CC=C(S1)CC(=O)NCCC1=CC=C(C=C1)F